C(C1=CC=CC=C1)OC=1C(=C(C(=CC1)C)C1=NC(=CC2=C1N=CN=C2N(C(OC(C)(C)C)=O)CC2=C(C=C(C=C2)OC)OC)NC2CC(C2)OC)C tert-butyl (8-(3-(benzyloxy)-2,6-dimethylphenyl)-6-((3-methoxycyclobutyl)amino)pyrido[3,4-d]pyrimidin-4-yl)(2,4-dimethoxybenzyl)carbamate